COC1=C2C(NC(=NC2=CC(=C1)OC)C1=CC=C(C=C1)N1CCC(CC1)CN1CC2N(C(C1)C2)C=2C=C1C(N(C(C1=CC2)=O)C2C(NC(CC2)=O)=O)=O)=O 5-(3-((1-(4-(5,7-dimethoxy-4-oxo-3,4-dihydroquinazolin-2-yl)phenyl)piperidin-4-yl)methyl)-3,6-diazabicyclo[3.1.1]heptan-6-yl)-2-(2,6-dioxopiperidin-3-yl)isoindoline-1,3-dione